(S)-2-methyloctanenitrile C[C@H](C#N)CCCCCC